5-ethynyl-2-((6-methylimidazo[1,2-a]pyridin-2-yl)methyl)-2,7-naphthyridin-1(2H)-one C(#C)C1=C2C=CN(C(C2=CN=C1)=O)CC=1N=C2N(C=C(C=C2)C)C1